1,4-dibutyl-3-methyl-imidazolium chloride [Cl-].C(CCC)N1C=[N+](C(=C1)CCCC)C